COC1=C(C=CC=C1)C1OC(=C(C1=O)O)N 2-(2-methoxyphenyl)-5-amino-4-hydroxy-3(2H)-furanone